N-(2-(2,6-dioxopiperidin-3-yl)-1,3-dioxoisoindolin-4-yl)hexanamide O=C1NC(CCC1N1C(C2=CC=CC(=C2C1=O)NC(CCCCC)=O)=O)=O